BrC1=CC=C(C=C1)C=1N=NN(C1)C (4-bromophenyl)-1-methyl-1H-1,2,3-triazole